2-((6-(4-acetylpiperazin-1-yl)-3,5-dicyano-4-ethylpyridin-2-yl)thio)-2-phenylacetamide C(C)(=O)N1CCN(CC1)C1=C(C(=C(C(=N1)SC(C(=O)N)C1=CC=CC=C1)C#N)CC)C#N